BrC=1N=C(N2C1C(=NC=C2)C)[C@H]2N(CCCC2)C(=O)OCC2=CC=CC=C2 Benzyl (S)-2-(1-bromo-8-methylimidazo[1,5-a]pyrazin-3-yl)piperidine-1-carboxylate